COC1=C(C=CC=C1)C1=C(C=NC(=C1)C)C(=O)OC methyl 4-(2-methoxyphenyl)-6-methylpyridine-3-carboxylate